FC1(CC(C1)C1=NN(C(=C1C)NC(=O)C1CC(C1)(F)F)C)F N-(3-(3,3-difluorocyclobutyl)-1,4-dimethyl-1H-pyrazol-5-yl)-3,3-difluorocyclobutane-1-carboxamide